NC1=CC=C(C=C1)CC1=CC(=C(C=C1)N)CCCC 4-((4-aminophenyl)methyl)-2-butylbenzenamine